p-nitrobenzoyl chloride C1=CC(=CC=C1C(=O)Cl)[N+](=O)[O-]